C(C=C)C1=C(C=C(C=C1)C)N(C(=O)[C@H]1N(CCC1)C1=NC(=CC(=C1)C(F)(F)F)Cl)C (S)-N-(2-allyl-5-methylphenyl)-1-(6-chloro-4-(trifluoromethyl)pyridin-2-yl)-N-methylpyrrolidine-2-carboxamide